C1(=CC=CC2=CC=CC=C12)CNC(=O)C=1N=NC=CN1 N-(naphthalen-1-ylmethyl)-1,2,4-triazine-3-carboxamide